C(C)(C)(C)OC(C[C@@H]1CN(CC1)C(=O)OC(C)(C)C)=O (R)-tert-butyl 3-(2-(tert-butoxy)-2-oxoethyl)pyrrolidine-1-carboxylate